C1(=CC=CC=C1)C1=CC(=NN1)NC=1N=C(C2=C(N1)C=CO2)N2[C@@H](CCC2)CO (S)-(1-(2-((5-phenyl-1H-pyrazol-3-yl)amino)furo[3,2-d]pyrimidin-4-yl)pyrrolidin-2-yl)methanol